(1R,3S)-3-{5-[(1-cyano-2,3-dihydro-1H-inden-5-yl)amino]-1H-pyrazol-3-yl}cyclopentyl [(4-nitrophenyl)oxy]methanoate [N+](=O)([O-])C1=CC=C(C=C1)OC(=O)O[C@H]1C[C@H](CC1)C1=NNC(=C1)NC=1C=C2CCC(C2=CC1)C#N